ClC1=C(C=CC=C1)NNC(=O)C=1C(=NN(C1)C=1SC=CN1)C1CC1 N'-(2-chlorophenyl)-3-cyclopropyl-1-(thiazol-2-yl)-1H-pyrazole-4-carbohydrazide